2-(7-((2S,5R)-2,5-dimethyl-4-((S)-1-(quinoxalin-6-yl)ethyl)piperazin-1-yl)-4-methyl-5-oxo-4,5-dihydro-2H-pyrazolo[4,3-d]pyrimidin-2-yl)acetonitrile C[C@@H]1N(C[C@H](N(C1)[C@@H](C)C=1C=C2N=CC=NC2=CC1)C)C=1C=2C(N(C(N1)=O)C)=CN(N2)CC#N